C(C1=CC=CC=C1)NC(C#N)C1=CC=C(C=C1)CC 2-benzylamino-2-(4-ethylphenyl)acetonitrile